C(C)C1(CCN(CC1)C(=O)OC(C)(C)C)C(NC(C)C)=O tert-butyl 4-ethyl-4-(isopropylcarbamoyl)piperidine-1-carboxylate